FC(C(=O)O)(F)F.O=C1N(C(C=C1)=O)CCCC[C@H](N)C(=O)O 6-(2,5-dioxo-2,5-dihydro-1H-pyrrol-1-yl)-L-norleucine mono(trifluoroacetic acid) salt